CN1N=CC(=C1)C1=NN2C(=NC=3C=CC=CC3C2=N1)N[C@@H]1C(NCCCC1)=O (3S)-3-{[2-(1-methyl-1H-pyrazol-4-yl)[1,2,4]triazolo[1,5-c]quinazolin-5-yl]amino}azepan-2-one